2-(2-Hexylcyclopropyl)-2-oxoacetic acid C(CCCCC)C1C(C1)C(C(=O)O)=O